2-(4-(3-(2,2-difluoroethyl)-2-(imidazo[1,2-a]pyridin-7-yl)-1H-indol-5-yl)piperidin-1-yl)-N,N-dimethylacetamide FC(CC1=C(NC2=CC=C(C=C12)C1CCN(CC1)CC(=O)N(C)C)C1=CC=2N(C=C1)C=CN2)F